FCCN1CC2=CC(=C(C=C2CC1)OC)N 2-(2-Fluoroethyl)-6-methoxy-1,2,3,4-tetrahydroisoquinolin-7-amine